FC=1C=C(C=CC1F)C=1N=C(SC1C1(COC1)O)NC(OC(C)(C)C)=O tert-butyl (4-(3,4-difluorophenyl)-5-(3-hydroxyoxetan-3-yl)thiazol-2-yl)carbamate